4-(1,1-dioxo-1λ6-thiomorpholin-4-yl)-N-[(1r,3s)-3-{[6-fluoro-2-(trifluoromethyl)quinolin-4-yl]amino}cyclohexyl]benzamide O=S1(CCN(CC1)C1=CC=C(C(=O)N[C@H]2C[C@H](CCC2)NC2=CC(=NC3=CC=C(C=C23)F)C(F)(F)F)C=C1)=O